ClC=1C=C(CNC(=O)C2=NC3=CC(=C(C=C3N(C2=O)C[C@@H]([C@@H]([C@@H](CO)O)O)O)C)C)C=C(C1)Cl N-(3,5-dichlorobenzyl)-6,7-dimethyl-3-oxo-4-((2S,3S,4R)-2,3,4,5-tetrahydroxypentyl)-3,4-dihydroquinoxaline-2-carboxamide